(R)-2,3-dibromo-2-methylpropanenitrile Br[C@](C#N)(CBr)C